1-(3-{5-[(R)-(1,3-Dimethyl-azetidin-3-yl)-hydroxy-(4-isopropyl-phenyl)-methyl]-pyridin-3-yl}-[1,2,4]oxadiazol-5-ylmethyl)-pyrrolidin-2-one CN1CC(C1)(C)[C@@](C=1C=C(C=NC1)C1=NOC(=N1)CN1C(CCC1)=O)(C1=CC=C(C=C1)C(C)C)O